1-(4-(4-Isopropylpiperazin-1-yl)phenyl)-3,4-dihydro-[2,2'-binaphthalene]-6,6'-diol C(C)(C)N1CCN(CC1)C1=CC=C(C=C1)C1=C(CCC2=CC(=CC=C12)O)C1=CC2=CC=C(C=C2C=C1)O